C1(=CC=CC=C1)C(C(C(=O)O)C1=CC=C(C=C1)C)CC(=O)O 3-phenyl-2-p-tolylglutaric acid